C1(CC1)C1=CC=C(C=C1)N(C(=O)N1CCC(CC1)(C(=O)O)CC(N(C1=CC=CC=C1)C1COCCC1)=O)C 1-[(4-cyclopropylphenyl)-methyl-carbamoyl]-4-[2-oxo-2-(N-tetrahydropyran-3-ylanilino)ethyl]piperidine-4-carboxylic acid